4-((5-([1,2,4]triazolo[1,5-a]pyridin-6-yl)-4-methoxy-7H-pyrrolo[2,3-d]pyrimidin-2-yl)amino)-1-methylcyclohexan-1-ol N=1C=NN2C1C=CC(=C2)C2=CNC=1N=C(N=C(C12)OC)NC1CCC(CC1)(O)C